CN1CC(C1)(C)[C@@](C=1C=C(C=NC1)C1=NOC(=N1)CN1C(N(C(C1)=O)C)=O)(C1=CC=C(C=C1)C(C)C)O 1-(3-{5-[(R)-(1,3-Dimethyl-azetidin-3-yl)-hydroxy-(4-isopropyl-phenyl)-methyl]-pyridin-3-yl}-[1,2,4]oxadiazol-5-ylmethyl)-3-methyl-imidazolidine-2,4-dione